(4-(5-methyl-1H-imidazol-2-yl)piperidin-1-yl)(3-phenyl-1H-indol-6-yl)methanone ethoxypropoxypropoxypropyl-cyanoacetate C(C)OCCCOCCCOCCCOC(CC#N)=O.CC1=CN=C(N1)C1CCN(CC1)C(=O)C1=CC=C2C(=CNC2=C1)C1=CC=CC=C1